N-(3-(1'-benzyl-1'H-[1,4'-bipyrazole]-4-yl)-5-fluorobenzyl)-8-cyclopentyl-7H-purine-6-carboxamide C(C1=CC=CC=C1)N1N=CC(=C1)N1N=CC(=C1)C=1C=C(CNC(=O)C2=C3NC(=NC3=NC=N2)C2CCCC2)C=C(C1)F